O(C1=CC=CC=C1)C1=CC2=C(N=C(S2)S)C=C1 6-Phenoxybenzo[d]thiazole-2-thiol